4-(4-Fluoro-3-chlorophenylamino)-7-methoxy-6-aminoquinazoline FC1=C(C=C(C=C1)NC1=NC=NC2=CC(=C(C=C12)N)OC)Cl